CC1(CCC(CC1)O)NC(=O)OC(C)(C)C tert-butyl N-(4-hydroxy-1-methylcyclohexyl)carbamate